4'-methyl-α-pyrrolidinopropiophenone CC1=CC=C(C=C1)C(C(C)N1CCCC1)=O